cerium butenoate C(C=CC)(=O)[O-].[Ce+3].C(C=CC)(=O)[O-].C(C=CC)(=O)[O-]